C(C)OC(=O)C1=NOC(=C1)C(C)(O)C=1C=NC(=C(C1)C)Cl 5-(1-(6-chloro-5-methylpyridin-3-yl)-1-hydroxyethyl)isoxazole-3-carboxylic acid ethyl ester